C(C=C)(=O)N1CC2(C1)CN(CC2)C2=NC(=NC(=C2C#N)C=2C(=CC=C1C=NN(C21)C)C)OCC2=NC=CC(=C2)C(F)(F)F 4-(2-acryloyl-2,6-diazaspiro[3.4]octan-6-yl)-6-(1,6-dimethyl-1H-indazol-7-yl)-2-((4-(trifluoromethyl)pyridin-2-yl)methoxy)pyrimidine-5-carbonitrile